2,2-bis[4-(4-aminophenoxy)hexafluorophenyl]propane NC1=CC=C(OC2(C(C(C(C=C2)(C(C)(C)C2(C(C(C(C=C2)(OC2=CC=C(C=C2)N)F)(F)F)(F)F)F)F)(F)F)(F)F)F)C=C1